CN1C(C=CC=C1)=O 1-methyl-pyridin-2(1H)-one